N[C@@H]([C@@H](C)CC)C(=O)NC(O)=O.C(N)(O)=O carbamate (isoleucyl carbamate)